tert-butyl hydroxylphenyl ether OC1=C(C=CC=C1)OC(C)(C)C